(9R,13S)-13-[4-(5-chloro-1H-indazol-7-yl)-6-oxo-1,6-dihydropyrimidin-1-yl]-3-(difluoromethyl)-9-methyl-3,4,7,15-tetraazatricyclo[12.3.1.02,6]Octadeca-1(18),2(6),4,14,16-pentaen-8-one ClC=1C=C2C=NNC2=C(C1)C=1N=CN(C(C1)=O)[C@H]1CCC[C@H](C(NC=2C=NN(C2C=2C=CN=C1C2)C(F)F)=O)C